C1N(CC12CCNCC2)C2=NC=NC=C2OC2=C(C(=O)N(C(C)C)[C@@H]1[C@@H]3CC[C@H](C1)O3)C=C(C=C2)F 2-((4-(2,7-Diazaspiro[3.5]non-2-yl)pyrimidin-5-yl)oxy)-N-((1S,2S,4R)-7-oxabicyclo[2.2.1]hept-2-yl)-5-fluoro-N-isopropylbenzamide